C(C)(=O)OC[C@]1(O[C@H]([C@@H]([C@@H]1OC(=O)OCC)OC(=O)OCC)C1=CC=C2C(=NC=NN21)N)C#N ((2R,3S,4S,5S)-5-(4-aminopyrrolo[2,1-f][1,2,4]triazin-7-yl)-2-cyano-3,4-bis((ethoxycarbonyl)oxy)tetrahydrofuran-2-yl)methyl acetate